[I-].O water, iodide salt